COC=1C=C(C=CC1)C=1OC2=CC=CC=3C2=C(C1)C=CC3 2-(3-methoxyphenyl)benzo[de]chromene